(E)-3-cyano-N-(3-(4,6-dichloro-1,2-dimethyl-1H-benzo[d]imidazol-5-yl)phenyl)-4-(4-((4,4-difluorocyclohexyl)amino)but-2-enamido)benzamide C(#N)C=1C=C(C(=O)NC2=CC(=CC=C2)C2=C(C3=C(N(C(=N3)C)C)C=C2Cl)Cl)C=CC1NC(\C=C\CNC1CCC(CC1)(F)F)=O